[Br-].C(CCCCCCCCCCCCCCCCC)[N+](C)(C)CCCCCCCCCCCCCCCCCC N,N-distearyl-N,N-dimethylammonium bromide